trans-3-(5-bromo-3-fluoro-7-(trifluoromethyl)-1H-indazol-1-yl)-1-methylcyclobutan-1-ol BrC=1C=C2C(=NN(C2=C(C1)C(F)(F)F)C1CC(C1)(O)C)F